C(C)(=O)CC(C(=O)[O-])=O.[Co+2].C(C)(=O)CC(C(=O)[O-])=O cobalt acetylpyruvate